N-[5-(difluoromethyl)-4-[2-fluoro-3-(1-methyl-4-piperidyl)phenoxy]-6-(o-tolyl)pyrimidin-2-yl]-1-methyl-pyrazole-4-sulfonamide FC(C=1C(=NC(=NC1C1=C(C=CC=C1)C)NS(=O)(=O)C=1C=NN(C1)C)OC1=C(C(=CC=C1)C1CCN(CC1)C)F)F